FC1(C[C@]2(CC1)C[C@@H](N(CC2)CC2=C1C=CN(C1=C(C=C2OC)C)C(=O)OC(C)(C)C)C2=CC=C(C=C2)C(=O)OC)F tert-butyl 4-(((5S,7R)-2,2-difluoro-7-(4-(methoxycarbonyl)phenyl)-8-azaspiro[4.5]decan-8-yl)methyl)-5-methoxy-7-methyl-1H-indole-1-carboxylate